C1(CCCC1)ON1C=CC2=CC=CC=C12 (cyclopentyloxy)-1H-indole